BrC=1C=C2C(=NNC2=CC1)C(CCCl)C 5-bromo-3-(3-chloro-1-methyl-propyl)-1H-indazole